(S)-2-(2-((3'-(1-aminoethyl)-5-(2-oxa-7-azaspiro[3.5]nonan-7-yl)-[1,1'-biphenyl]-3-yl)methoxy)phenyl)acetic acid N[C@@H](C)C=1C=C(C=CC1)C1=CC(=CC(=C1)N1CCC2(COC2)CC1)COC1=C(C=CC=C1)CC(=O)O